2-oxo-4-phenyl-1,2-dihydropyridine-3-carbonitrile O=C1NC=CC(=C1C#N)C1=CC=CC=C1